F[C@H]1[C@@]2(C=C[C@H](C[C@H]1C(=C)C1=CC=C(N=N1)C1=C(C=C(C=C1)C1=CC(=NC=C1)OC)O)N2)C 2-(6-(1-((1S,2R,3S,5S)-2-fluoro-1-methyl-8-azabicyclo[3.2.1]oct-6-en-3-yl)vinyl)pyridazin-3-yl)-5-(2-methoxypyridin-4-yl)phenol